N,N-Dimethyl-1,2,3,4-tetrahydroisoquinoline-7-carboxamide CN(C(=O)C1=CC=C2CCNCC2=C1)C